BrC1=CC(=C(O[C@H](C(=O)O)CCOC)C=C1)C(CC)(F)F (2S)-2-[4-bromo-2-(1,1-difluoropropyl)phenoxy]-4-methoxybutyric acid